2-(2-aminoimidazo[1,2-a]pyridin-7-yl)-3,4-dichlorophenol NC=1N=C2N(C=CC(=C2)C2=C(C=CC(=C2Cl)Cl)O)C1